N1(CCCC1)C(=O)C1=CC=C(C=N1)N1CCN(CC1)C(=O)OC(C)(C)C tert-butyl 4-(6-(pyrrolidine-1-carbonyl)pyridin-3-yl)piperazine-1-carboxylate